(S)-1-((1-(((tert-butyldimethylsilyl)oxy)methyl)cyclopentyl)methyl)-6-chloro-3-(3-((methylsulfonyl)methyl)pyrrolidin-1-yl)-1H-pyrazolo[4,3-c]pyridine [Si](C)(C)(C(C)(C)C)OCC1(CCCC1)CN1N=C(C=2C=NC(=CC21)Cl)N2C[C@H](CC2)CS(=O)(=O)C